N1N=C(C=C1)CN1CC2(CC1)CN(CC1=C2N=C(N=C1)NCC(F)(F)F)C1=CC=C(C=C1)OC 1'-((1H-pyrazol-3-yl)methyl)-6-(4-methoxyphenyl)-2-((2,2,2-trifluoroethyl)amino)-5H-spiro[pyrido[4,3-d]pyrimidine-8,3'-pyrrolidin]